C(CCC)N(C(CCC)=O)C(CC)=O N-butyl-N-(1-oxopropyl)butyramide